COC1(CN(C1)C=1C(=C(C=CC1)N)[N+](=O)[O-])C 3-(3-methoxy-3-methylazetidin-1-yl)-2-nitrobenzenamine